epsilon-((((E)-cyclooct-2-en-1-yl)oxy)carbonyl)-L-lysine C1(\C=C\CCCCC1)OC(=O)C(CCC[C@H](N)C(=O)O)N